OC=1C=C2CC[C@@H]([C@@H](C2=CC1)C1=CC=C(C=C1)N1CCC(CC1)CN1CC2(CC1)CCN(CC2)C2=CC=C(C=C2)C2C(NC(CC2)=O)=O)C2=CC=CC=C2 3-(4-(2-((1-(4-((1R,2S)-6-hydroxy-2-phenyl-1,2,3,4-tetrahydronaphthalen-1-yl)phenyl)piperidin-4-yl)methyl)-2,8-diazaspiro[4.5]decan-8-yl)phenyl)piperidine-2,6-dione